C(C(=O)O)(=O)O.O1C=NC=C1C=1N=C(SC1)OCCCN1CCN(CC1)C1=NSC2=C1C=CC=C2 3-{4-[3-(4-Oxazol-5-yl-thiazol-2-yloxy)-propyl]-piperazin-1-yl}-benzo[d]isothiazole oxalate